2,7-dibromo-9-thioxanthone BrC1=CC=2C(C3=CC(=CC=C3SC2C=C1)Br)=O